trimethyl-[3-(triethoxysilyl)propyl]phosphonium hydroxide [OH-].C[P+](CCC[Si](OCC)(OCC)OCC)(C)C